benzyl ((7-(3-butyl-5-(diaminomethylene)-2,4,6-trioxotetrahydropyrimidin-1(2H)-yl)-2-azaspiro[3.5]nonan-2-yl)sulfonyl)carbamate C(CCC)N1C(N(C(C(C1=O)=C(N)N)=O)C1CCC2(CN(C2)S(=O)(=O)NC(OCC2=CC=CC=C2)=O)CC1)=O